N1=CC=C(C=C1)CNC1=NC(=NC(=N1)N)N (pyridin-4-ylmethyl)-1,3,5-triazine-2,4,6-triamine